C=C(C#N)C(=O)OCCCC N-butyl cyanoacrylate